2'-amino-1'-fluoro-11'-((2-(trimethylsilyl)ethoxy)methyl)-6',8',9',11'-tetrahydrospiro[cyclopropane-1,10'-pyrido[3',4':4,5]pyrrolo[2,3-f]isoquinolin]-7'(5'H)-one NC=1N=CC=2CCC3=C(C2C1F)N(C1=C3C(NCC13CC3)=O)COCC[Si](C)(C)C